C[C@]12CCCC[C@H]2CC[C@@H]1[C@H](C)CCN1CCOCC1 (1R,3aS,7aR,E)-7a-methyl-1-((R)-4-morpholinobutan-2-yl)octahydro-4H-inden